C(#N)C=1C=NN2C1C(=CC(=C2)OCC)C=2C=CC=NC2 5-(3-cyano-6-ethoxypyrazolo[1,5-a]pyridin-4-yl)pyridin